CN1N=C(C=C1)NCC1=NC=C(C=C1)C(F)(F)F 1-methyl-N-((5-(trifluoromethyl)pyridin-2-yl)methyl)-1H-pyrazol-3-amine